C(CC=C)OC1=CC=C(C(=O)OC2=CC=C(C=C2)OC)C=C1 4-Methoxyphenyl 4-(3-Butenyloxy)benzoate